1-(quinolin-2-yl)-piperazine N1=C(C=CC2=CC=CC=C12)N1CCNCC1